BrC1=C(C=2C3=C(C=NC2C=C1)NC(C31CC(C1)C)=O)F 8'-Bromo-9'-fluoro-3-methylspiro[cyclobutane-1,1'-pyrrolo[2,3-c]quinolin]-2'(3'H)-one